2,4,6-trimethyl-1,3,5-tris[(4-ethenylphenoxy)methyl]benzene CC1=C(C(=C(C(=C1COC1=CC=C(C=C1)C=C)C)COC1=CC=C(C=C1)C=C)C)COC1=CC=C(C=C1)C=C